tert-butyl 1-(methyl-d3)-3,8-diazabicyclo[3.2.1]octan-8-carboxylate C(C12CNCC(CC1)N2C(=O)OC(C)(C)C)([2H])([2H])[2H]